(R)-8-(2-cyclohexylthiazol-5-yl)-9-oxooctahydro-2H-pyrazino[1,2-a]pyrazine-2-carbonitrile C1(CCCCC1)C=1SC(=CN1)N1C([C@@H]2N(CCN(C2)C#N)CC1)=O